OCCNCC(=O)OC(C)(C)C tert-butyl 2-(2-hydroxyethylamino)acetate